C(C1=CC=CC=C1)N(C=1C(=NC(=C(C1)F)\C=C\OCC)OC)CC1=CC=CC=C1 N,N-dibenzyl-6-[(E)-2-ethoxyvinyl]-5-fluoro-2-methoxy-pyridine-3-amine